C(C1CO1)N1C(=O)N(C(=O)C(C1=O)(CC(=C)Br)C(C)C)CC1CO1 1,3-diglycidyl-5-isopropyl-5-β-bromoallylbarbituric acid